COC=1C=C2C=C(C=C(C2=CC1C)N1C(=CC2=CC=CC=C12)C1=CC=CC=C1)C1=CC=CC=C1 N-(6-methoxy-7-methyl-3-phenylnaphthyl)-2-phenyl-indole